C(C)(C)(C)OC(=O)NC(N1C[C@@H](CCC1)C1=NC(=NO1)C1=CC(=C(C=C1)OCC1=CC=C(C=C1)C(F)(F)F)C(F)(F)F)=NC(OC(C)(C)C)=O tert-butyl (R)-(((tert-butoxycarbonyl)amino)(3-(3-(3-(trifluoromethyl)-4-((4-(trifluoromethyl)benzyl)oxy)phenyl)-1,2,4-oxadiazol-5-yl)piperidin-1-yl)methylene)carbamate